pregna-4-en CC[C@H]1CC[C@H]2[C@@H]3CCC4=CCCC[C@]4(C)[C@H]3CC[C@]12C